C(C=C)N1C(N=C(C2=CC=C(C(=C12)F)OC)C=1C=NC(=C(C1)C)C(F)F)(C)C 1-allyl-4-(6-(difluoromethyl)-5-methylpyridin-3-yl)-8-fluoro-7-methoxy-2,2-dimethyl-1,2-dihydroquinazoline